2-bromo-3-(trifluoromethyl)-4,10-dihydrobenzo[2,1-f]pyrazolo[5,1-c][1,4]oxazepine-8-carbonitrile BrC1=NN2C(COC3=C(C2)C=C(C=C3)C#N)=C1C(F)(F)F